N-{4-[4-amino-7-(cis-4-cyanocyclohexyl)pyrrolo[2,1-f][1,2,4]triazin-5-yl]-3-fluorophenyl}-2-oxo-1-phenyl-1,2-dihydropyridine-3-carboxamide NC1=NC=NN2C1=C(C=C2[C@@H]2CC[C@@H](CC2)C#N)C2=C(C=C(C=C2)NC(=O)C=2C(N(C=CC2)C2=CC=CC=C2)=O)F